[18F]C1=CC(=C(C=C1CCN)O)O 6-[18F]fluorodopamine